tert-Butyl (6-(4-allyl-4H-1,2,4-triazol-3-yl)pyridin-2-yl)(2-(but-3-en-1-yloxy)benzoyl)carbamate C(C=C)N1C(=NN=C1)C1=CC=CC(=N1)N(C(OC(C)(C)C)=O)C(C1=C(C=CC=C1)OCCC=C)=O